OC(CN(CCCC(=O)OCCN1CCN(CC1)CCSSCCCCN(CC(CCCCCCCC)O)CC(CCCCCCCC)O)CC(CCCCCCCCCC)O)CCCCCCCCCC 2-(4-(2-((4-(bis(2-hydroxydecyl)amino)butyl)disulfaneyl)ethyl)piperazin-1-yl)ethyl 4-(bis(2-hydroxydodecyl)amino)butanoate